4-amino-N-(5,5-difluoro-2-oxopiperidin-1-yl)-1-methyl-N-((5-(trifluoromethyl)pyridin-2-yl)methyl)-1H-pyrazolo[4,3-c]quinoline-8-carboxamide NC1=NC=2C=CC(=CC2C2=C1C=NN2C)C(=O)N(CC2=NC=C(C=C2)C(F)(F)F)N2C(CCC(C2)(F)F)=O